N[C@@H](CC(=O)OCC)C=1C=C(C=C(C1F)Cl)C1=C(C=C(C=C1C)C)C ethyl (S)-3-amino-3-(5-chloro-4-fluoro-2',4',6'-trimethyl-[1,1'-biphenyl]-3-yl)propanoate